rac-(3R,4S)-3-(3,4-dichlorophenyl)-4-methylsulfonyloxy-pyrrolidine-1-carboxylic acid tert-butyl ester C(C)(C)(C)OC(=O)N1C[C@H]([C@@H](C1)OS(=O)(=O)C)C1=CC(=C(C=C1)Cl)Cl |r|